[3-(trimethylammonio) butyl] methacrylate C(C(=C)C)(=O)OCCC(C)[N+](C)(C)C